NC=1C=C(C=CC1Cl)C1CN(C1)C(=O)OC(C)(C)C tert-butyl 3-(3-amino-4-chlorophenyl)azetidine-1-carboxylate